2-{4-[3-(2,4-Dioxo-1,3-diazinan-1-yl)-4-methoxybenzoyl]piperazin-1-yl}acetic acid O=C1N(CCC(N1)=O)C=1C=C(C(=O)N2CCN(CC2)CC(=O)O)C=CC1OC